ethyl((5-(4-fluorophenyl)-6-isopropyl-1H-pyrazolo[4,3-g]isoquinolin-8-yl)imino)(isopropyl)-λ6-sulfanone C(C)S(=O)(C(C)C)=NC1=NC(=C(C2=CC3=C(C=C12)NN=C3)C3=CC=C(C=C3)F)C(C)C